3-acetyl-2-((4-benzoylbenzyl)sulfinyl)-8-bromo-5-chloroquinolin-4(1H)-one C(C)(=O)C1=C(NC2=C(C=CC(=C2C1=O)Cl)Br)S(=O)CC1=CC=C(C=C1)C(C1=CC=CC=C1)=O